FC1=C(C(=CC(=C1F)C(=O)OC)F)C=1N=C2N(C=CC(=C2)Cl)C1 2-(2,3,6-trifluoro-4-(methoxycarbonyl)phenyl)-7-chloroimidazo[1,2-a]pyridine